2-[6-[6-bromo-5-(oxetan-3-yloxy)benzimidazol-1-yl]-3-(difluoromethyl)-2-pyridyl]-3,5-dimethyl-4H-pyrrolo[3,4-c]pyrazol-6-one BrC=1C(=CC2=C(N(C=N2)C2=CC=C(C(=N2)N2N=C3C(=C2C)CN(C3=O)C)C(F)F)C1)OC1COC1